C(C)(C)(C)OC(=O)N(C(OC(C)(C)C)=O)C=1SC=C(N1)C(C)(F)F Tert-butyl (tert-butoxycarbonyl)(4-(1,1-difluoroethyl)thiazol-2-yl)carbamate